C(C=C)ON=C1CC(CC(C1)C)C 3,5-dimethylcyclohexan-1-one O-allyl oxime